calcium 2,2'-dithiobisethanesulfonate C(CSSCCS(=O)(=O)[O-])S(=O)(=O)[O-].[Ca+2]